dibenzyltin dilaurate C(CCCCCCCCCCC)(=O)[O-].C(CCCCCCCCCCC)(=O)[O-].C(C1=CC=CC=C1)[Sn+2]CC1=CC=CC=C1